2-((2R,3R)-3-phenyl-1,4-dioxaspiro[4.4]nonan-2-yl)ethanol C1(=CC=CC=C1)[C@@H]1[C@H](OC2(O1)CCCC2)CCO